4-[(E)-[3-(dimethylamino)propyl-(1,1-dioxo-1,2-benzothiazol-3-yl)hydrazono]methyl]-2-methoxyphenol hydrochloride Cl.CN(CCCN(\N=C\C1=CC(=C(C=C1)O)OC)C1=NS(C2=C1C=CC=C2)(=O)=O)C